C1CCCCCC=C1 7-cyclooctene